FC1=CC(=C(C(=O)O)C=C1)OC[C@H](CN1CCC2(CC1)OC1=C(C2)C=C(C=C1)F)O 4-fluoro-2-{[(2S)-3-(5-fluoro-1H,3H-spiro[1-benzofuran-2,4'-piperidin]-1'-yl)-2-hydroxypropyl]oxy}benzoic acid